methyl 1-(2-hydroxy-propan-2-yl)-3-methylenecyclobutane-1-carboxylate OC(C)(C)C1(CC(C1)=C)C(=O)OC